3-methylbutan-1-one CC(CC=O)C